C(CCCCCCCCCCCCCCC)N(C)C N-cetyl-N,N-dimethylamine